4-(2-ethylbut-1-enyl)morpholine C(C)C(=CN1CCOCC1)CC